Cl.Cl.Cl.C(C)OC1=CC=C(C=C1)C1=NC2=C(N1)C=CC(=C2)C2=NC1=C(N2)C=CC(=C1)N1CCN(CC1)C 2'-(4-ethoxyphenyl)-5-(4-methyl-1-piperazinyl)-2,5'-bi-1H-benzimidazole tri-hydrochloride